4-methoxy-2-(4-(3-(8-methyl-8H-thieno[2,3-b]indole-2-carboxamido)tetrahydrofuran-3-yl)phenyl)butanoic acid COCCC(C(=O)O)C1=CC=C(C=C1)C1(COCC1)NC(=O)C1=CC2=C(N(C3=CC=CC=C23)C)S1